F[C@@H]1[C@@H](CNC1)NC(OC(C)(C)C)=O tert-butyl [rac-(cis)-4-fluoropyrrolidin-3-yl]carbamate